C(CCC\C=C/CC)OC(CCC(=O)OCCCCCCN(CCCCCCOC(CCC(OCCCC\C=C/CC)OCCCC\C=C/CC)=O)CCN(CCCCCCCC(=O)OCCCCCCCCC)CCCO)OCCCC\C=C/CC.C(C)C1=C(C=CCC1(C)C)C Ethyl-2,6,6-trimethyl-1,3-cyclohexadiene ((2-((3-hydroxypropyl)(8-(nonyloxy)-8-oxooctyl)amino)ethyl)azanediyl)bis(hexane-6,1-diyl) bis(4,4-bis(((Z)-oct-5-en-1-yl)oxy)butanoate)